7-{[2-(Dimethylamino)ethyl](methyl)amino}-2-(4-ethyl-6-methylpyrazolo[1,5-a]pyrazin-2-yl)-4H-pyrido[1,2-a]pyrimidin-4-one CN(CCN(C=1C=CC=2N(C(C=C(N2)C2=NN3C(C(=NC(=C3)C)CC)=C2)=O)C1)C)C